O-(2-cyclohexylethyl)-N-(((4-nitrobenzyl)oxy)carbonyl)-L-threonine methyl ester COC([C@@H](NC(=O)OCC1=CC=C(C=C1)[N+](=O)[O-])[C@H](OCCC1CCCCC1)C)=O